N-isobutyl-5-(quinolin-6-yl)-7H-pyrrolo[2,3-d]pyrimidin-2-amine C(C(C)C)NC=1N=CC2=C(N1)NC=C2C=2C=C1C=CC=NC1=CC2